CN(CCN1N=C2C=C(C(=CC2=C1)NC(C1=CC(=CC=C1)[N+](=O)[O-])=O)N1CCOCC1)C N-(2-(2-(dimethylamino)ethyl)-6-morpholino-2H-indazol-5-yl)-3-nitrobenzamide